4-[4-Cyano-3-hydroxy-6-(2-methyl-6-trifluoromethyl-benzyl)-pyridin-2-yl]-4-oxo-butyric acid C(#N)C1=C(C(=NC(=C1)CC1=C(C=CC=C1C(F)(F)F)C)C(CCC(=O)O)=O)O